3-[5-(4-Aminobutyl)-3-methyl-2-oxo-1,3-benzodiazol-1-yl]piperidine-2,6-dione hydrochloride Cl.NCCCCC1=CC2=C(N(C(N2C)=O)C2C(NC(CC2)=O)=O)C=C1